C(C)N(C(C1=C(C=CC(=C1)F)OC1=C(N=CN=N1)N1CC2(CN(C2)C(CCN(C)CCO)C(C)C)CC1)=O)C(C)C N-ethyl-5-fluoro-2-((5-(2-(1-((2-hydroxyethyl)(methyl)amino)-4-methylpent-3-yl)-2,6-diazaspiro[3.4]oct-6-yl)-1,2,4-triazin-6-yl)oxy)-N-isopropylbenzamide